8-(4-((tert-butyldimethylsilyl)oxy)tetrahydrofuran-3-yl)-2-((1-(methylsulfonyl)piperidin-4-yl)amino)-7-oxo-7,8-dihydropyrido[2,3-d]pyrimidine-6-carbonitrile [Si](C)(C)(C(C)(C)C)OC1C(COC1)N1C(C(=CC2=C1N=C(N=C2)NC2CCN(CC2)S(=O)(=O)C)C#N)=O